N1C(CCC1)C1=CC=C(C=C1)S 4-(2-pyrrolidinyl)thiophenol